3-chloro-5-((1-((5-(hydroxymethyl)-6-oxo-1,6-dihydropyridazin-3-yl)methyl)-6-oxo-4-(trifluoromethyl)-1,6-dihydropyrimidin-5-yl)oxy)benzonitrile ClC=1C=C(C#N)C=C(C1)OC1=C(N=CN(C1=O)CC1=NNC(C(=C1)CO)=O)C(F)(F)F